ls-6-(tert-butyloxycarbonyl)-N2-oleoyl-lysine benzyl ester C(C1=CC=CC=C1)OC([C@@H](NC(CCCCCCC\C=C/CCCCCCCC)=O)CCCC(N)C(=O)OC(C)(C)C)=O